C(C)S(=O)(=O)O.COC(=O)C1=CC=C2CC(NC2=C1)=O 2-oxoindoline-6-carboxylic acid methyl ester ethanesulfonate